OC(CN1CCC(CC1)NC1=C2C=C(N(C2=CC=C1)CC(F)(F)F)C#CCNC1=C(C=C(C(=O)N)C=C1)OC)COC 4-{[3-(4-{[1-(2-hydroxy-3-methoxypropyl)piperidin-4-yl]amino}-1-(2,2,2-trifluoroethyl)-1H-indol-2-yl)prop-2-yn-1-yl]amino}-3-methoxybenzamide